methyl 3-((tert-butylsulfinyl) amino)-4-methoxy-3-methylbutyrate C(C)(C)(C)S(=O)NC(CC(=O)OC)(COC)C